3-Bromo-N-(4-cyano-2-methyl-6-(methylcarbamoyl)phenyl)-1-(3-chloro-2-pyridyl)-1H-pyrazole-5-carboxamide BrC1=NN(C(=C1)C(=O)NC1=C(C=C(C=C1C(NC)=O)C#N)C)C1=NC=CC=C1Cl